FC(C=1C(=C(C=CC1)[C@@H](C)NC1=CN=NC2=CC=C(C=C12)N1CC2(COC2)C1)F)F (R)-N-(1-(3-(difluoromethyl)-2-fluorophenyl)ethyl)-6-(2-oxa-6-azaspiro[3.3]heptan-6-yl)cinnoline-4-amine